ClC1=NC=C(C(=N1)N1N=CC=C1)C(F)(F)F 2-chloro-4-pyrazol-1-yl-5-(trifluoromethyl)pyrimidine